1-oxaspiro[5.5]undecan O1CCCCC12CCCCC2